(R)-N-(2-(1-methyl-7-oxa-1-azaspiro[4.4]non-3-en-4-yl)thieno[2,3-b]pyridin-4-yl)benzo[d]thiazol-5-amine CN1CC=C([C@]12COCC2)C2=CC=1C(=NC=CC1NC=1C=CC3=C(N=CS3)C1)S2